C(C)C1=CC=C(N=N1)C1(C(C=2C=CC=NC2CC1)=O)C 6-(6-ethylpyridazin-3-yl)-6-methyl-5-oxo-5,6,7,8-tetrahydroquinolin